4-(6-Methoxy-3-(6-(1-(morpholine-4-carbonyl)piperidin-4-yl)pyridin-3-yl)-1H-pyrazolo[4,3-b]pyridin-5-yl)-2,3-dihydro-1H-indene-1-carbonitrile COC=1C=C2C(=NC1C1=C3CCC(C3=CC=C1)C#N)C(=NN2)C=2C=NC(=CC2)C2CCN(CC2)C(=O)N2CCOCC2